NC1=CC(=C(C=C1)C1=NN(C2=NC=NC(=C21)N)C2COC2)F 3-(4-amino-2-fluorophenyl)-1-(oxetan-3-yl)-1H-pyrazolo[3,4-d]pyrimidin-4-ylamine